4-((cyclopropylmethyl)amino)-2-oxo-1-(o-tolyl)-7-(trifluoromethoxy)-1,2-dihydroquinazolin-6-carbonitrile C1(CC1)CNC1=NC(N(C2=CC(=C(C=C12)C#N)OC(F)(F)F)C1=C(C=CC=C1)C)=O